1-methyl-1-oxo-3H-1,2-benzothiazole-5-carboxamide CS1(NCC2=C1C=CC(=C2)C(=O)N)=O